4,6-dichloro-3-iodo-2-methylpyridine ClC1=C(C(=NC(=C1)Cl)C)I